F[C@@H]1C[C@@]2(CCCN2C1)COC1=NC2=CC=NC=C2C=C1CC#N (((2R,7aS)-2-fluorotetrahydro-1H-pyrrolizin-7a(5H)-yl)methoxy)-1,6-naphthyridine-3-acetonitrile